O1C(C1)COC1=CC=C(C=C1)C=1N=NSC1 4-[4-(oxirane-2-ylmethoxy)phenyl]-1,2,3-thiadiazole